C(#N)N=C(N)NC1=C(C=CC=C1Cl)Cl 2-cyano-3-(2,6-dichlorophenyl)guanidine